(S)-7-(bromomethyl)-4-(cyclopropyl(4-methoxypyridin-2-yl)methyl)-9-(1-ethyl-3-(trifluoromethyl)-1H-pyrazol-4-yl)-3,4-dihydro-1H-benzo[e][1,4]diazepine-2,5-dione BrCC1=CC2=C(NC(CN(C2=O)[C@H](C2=NC=CC(=C2)OC)C2CC2)=O)C(=C1)C=1C(=NN(C1)CC)C(F)(F)F